[N+](=O)(OCCNC1CN(C1)S(=O)(=O)C1=CC(=C(C=C1)OCC)C=1NC(C2=C(N1)C(=NN2C)CCC)=O)[O-] 2-((1-((4-ethoxy-3-(1-methyl-7-oxo-3-propyl-6,7-dihydro-1H-pyrazolo[4,3-d]pyrimidin-5-yl)phenyl)sulfonyl)azetidin-3-yl)amino)ethyl nitrate